N1(C(CCCC1)=O)N1CCCCC1 bipiperidinyl-2-one